ClC=1N=CC2=CC=CC(=C2C1)C(C(F)(F)F)C 3-chloro-5-(1,1,1-trifluoroprop-2-yl)isoquinoline